ethyl 6-[[4-[4-[[2-(4-chlorophenyl)-5,5-dimethyl-cyclohexen-1-yl]methyl]piperazin-1-yl]benzoyl]sulfamoyl]hexanoate ClC1=CC=C(C=C1)C1=C(CC(CC1)(C)C)CN1CCN(CC1)C1=CC=C(C(=O)NS(=O)(=O)CCCCCC(=O)OCC)C=C1